hydroxymagnesium aluminium [Al].O[Mg]